C(C)OC(=O)C=1C=NN(C1)CC1=CC(=C(C(=C1)F)N1CC2CC2C1)F 1-[(4-{3-azabicyclo[3.1.0]hex-3-yl}-3,5-difluorophenyl)methyl]-1H-pyrazole-4-carboxylic acid ethyl ester